5-{2-[5-(2,2,2-Trifluoro-ethoxy)-quinoline-8-sulfonylamino]-phenylethynyl}-pyridine-2-carboxylic acid FC(COC1=C2C=CC=NC2=C(C=C1)S(=O)(=O)NC1=C(C=CC=C1)C#CC=1C=CC(=NC1)C(=O)O)(F)F